7-chloro-8-iodo-5-methyl-[1,2,4]triazolo[1,5-a]pyridine ClC1=C(C=2N(C(=C1)C)N=CN2)I